4-(4-bromo-3-(methoxymethyl)phenyl)-1-methylpiperazine BrC1=C(C=C(C=C1)N1CCN(CC1)C)COC